FC=1C=C2C(CC3(CN(CCC3)C(=O)OCC3=CC=CC=C3)OC2=CC1)=O benzyl 6-fluoro-4-oxospiro[chromane-2,3'-piperidine]-1'-carboxylate